C(C=C)C(C(C(O)(Br)Br)(CO)CO)(O)Br Allyl-tribromopentaerythritol